(4aR,8aS)-6-[6-[[5-[1-(trifluoromethyl)cyclopropyl]-1H-pyrazol-3-yl]methyl]-2-azaspiro[3.3]heptane-2-carbonyl]-4,4a,5,7,8,8a-hexahydropyrido[4,3-b][1,4]oxazin-3-one FC(C1(CC1)C1=CC(=NN1)CC1CC2(CN(C2)C(=O)N2C[C@@H]3[C@@H](OCC(N3)=O)CC2)C1)(F)F